[N-]=C=O.[N-]=C=O.C1(=CC=CC=C1)CC1=CC=CC=C1 diphenyl-methane diisocyanate